(R)-5-Cyclohexyl-3-[(1S,2S)-1-(5-iodo-1H-benzoimidazol-2-yl)-2-phenyl-propyl]-imidazolidine-2,4-dione C1(CCCCC1)[C@@H]1C(N(C(N1)=O)[C@@H]([C@@H](C)C1=CC=CC=C1)C1=NC2=C(N1)C=CC(=C2)I)=O